[N+](=O)([O-])C1=NN=C(O1)C1=NNC(=C1[N+](=O)[O-])C=1OC(=NN1)[N+](=O)[O-] 3,5-bis(5-nitro-1,3,4-oxadiazol-2-yl)-4-nitro-pyrazole